4-[3-(1,3-dimethylpyrazol-4-yl)-7,8-dihydro-5H-1,6-naphthyridin-6-yl]-6-methoxy-quinazoline CN1N=C(C(=C1)C=1C=NC=2CCN(CC2C1)C1=NC=NC2=CC=C(C=C12)OC)C